S1C(=NC2=C1C=CC=C2)NC(=O)C=2N=NN(C2C(F)(F)F)C2=C(C=CC=C2)F N-(Benzo[d]thiazol-2-yl)-1-(2-fluorophenyl)-5-(trifluoromethyl)-1H-1,2,3-triazole-4-carboxamide